7-[4-(4-hydroxyethyl-1-piperazinyl)butoxy]-3-acetylcoumarin oxime OCCN1CCN(CC1)CCCCOC1=CC=C2C=C(C(OC2=C1)=NO)C(C)=O